[OH-].C[N+](CCO)(CCCCCCCCCCCC)C N,N-Dimethyl-N-dodecyl-N-(2-hydroxyethyl)ammonium hydroxid